5-FLUORO-3-THIOPHENECARBOXYLIC ACID FC1=CC(=CS1)C(=O)O